(R/S)-1-(2-Cyclopropyl-2-hydroxy-ethyl)-6-[3-(trifluoromethyl)phenyl]-3H-imidazo[4,5-b]pyridin-2-on C1(CC1)[C@H](CN1C(NC2=NC=C(C=C21)C2=CC(=CC=C2)C(F)(F)F)=O)O |r|